CN(CCCCCCN(C(CCCCCCCCCCCCCCC)=O)CCCCCC)CCCCCCN(C(CCCCCCCCCCCCCCC)=O)CCCCCC N,N'-((METHYLAZANEDIYL)BIS(HEXANE-6,1-DIYL))BIS(N-HEXYLPALMITAMIDE)